ClC=1C=CC2=C(C3=C(O2)C=CC2=C3OC3=C2C=CC=C3)C1 2-chlorobenzo[1,2-b:3,4-b']bisbenzofuran